methyl 3-(oxiran-2-yl)-2-oxopropionate O1C(C1)CC(C(=O)OC)=O